ytterbium lutetium [Lu].[Yb]